tert-butyl (6-(3-(2-(2,6-dioxopiperidin-3-yl)-1-oxoisoindolin-4-yl)propoxy)hexyl)carbamate O=C1NC(CCC1N1C(C2=CC=CC(=C2C1)CCCOCCCCCCNC(OC(C)(C)C)=O)=O)=O